FC(C1=NN=C(S1)N1C(N(C2=C1C=CC=C2)C)=O)F 1-[5-(difluoromethyl)-1,3,4-thiadiazol-2-yl]-3-methyl-benzimidazol-2-one